N1(C=NC=C1)C1=C(CN2CCC3(CC2)COC2=C4CN(C(C4=CC=C23)=O)C2C(NC(CC2)=O)=O)C=CC=C1 3-(1'-(2-(1H-imidazol-1-yl)benzyl)-6-oxo-6,8-dihydro-2H,7H-spiro[furo[2,3-e]isoindole-3,4'-piperidin]-7-yl)piperidine-2,6-dione